ClC=1C(=C(C=CC1)O)C1=C(C2=C(CN3[C@@H](CO2)CNCC3)N=C1OC([2H])([2H])[2H])Cl 3-chloro-2-{(6aR)-4-chloro-2-[(2H3)methyloxy]-6,6a,7,8,9,10-hexahydro-12H-pyrazino[2,1-c]pyrido[2,3-f][1,4]oxazepin-3-yl}phenol